C(C)OC(=O)C=1N=CSC1CC=C 5-(prop-2-en-1-yl)-1,3-thiazole-4-carboxylic acid ethyl ester